tert-butyl 3-(3,4-dihydroquinolin-1(2H)-yl)-1-(tetrahydro-2H-pyran-4-yl)-1,4,6,7-tetrahydro-5H-pyrazolo[4,3-c]pyridine-5-carboxylate N1(CCCC2=CC=CC=C12)C1=NN(C2=C1CN(CC2)C(=O)OC(C)(C)C)C2CCOCC2